1-(tert-butyl)-5-(1,4-dioxaspiro[4.5]decan-8-yl)-3-(trifluoromethyl)-1H-pyrazole C(C)(C)(C)N1N=C(C=C1C1CCC2(OCCO2)CC1)C(F)(F)F